8-oxo-8-(((1-(phenylsulfonyl)-5-(3-(piperidin-1-yl)propoxy)-1H-indol-2-yl)methyl)(prop-2-yn-1-yl)amino)octanoic acid O=C(CCCCCCC(=O)O)N(CC#C)CC=1N(C2=CC=C(C=C2C1)OCCCN1CCCCC1)S(=O)(=O)C1=CC=CC=C1